CS(=O)(=O)C=1C=CC(=C(OCC#N)C1)NCC#CC=1N(C2=CC=CC(=C2C1)NC1CCC(CC1)N(C)CCOC)CC(F)(F)F 2-(5-methanesulfonyl-2-{[3-(4-{[(1S,4S)-4-[(2-methoxyethyl)(methyl)amino]cyclohexyl]amino}-1-(2,2,2-trifluoroethyl)-1H-indol-2-yl)prop-2-yn-1-yl]amino}phenoxy)acetonitrile